1,6,11-tris[2,4-bis(N-butyl-N-(1,2,2,6,6-pentamethyl-4-piperidyl)amino)-s-triazin-6-yl]aminoundecane C(CCC)N(C1CC(N(C(C1)(C)C)C)(C)C)C1=NC(=NC(=N1)N(CCCC)C1CC(N(C(C1)(C)C)C)(C)C)NCCCCCC(CCCCCNC1=NC(=NC(=N1)N(CCCC)C1CC(N(C(C1)(C)C)C)(C)C)N(CCCC)C1CC(N(C(C1)(C)C)C)(C)C)NC1=NC(=NC(=N1)N(CCCC)C1CC(N(C(C1)(C)C)C)(C)C)N(CCCC)C1CC(N(C(C1)(C)C)C)(C)C